N-(4-{[6-(5-Chloro-2-Fluorophenyl)-3-Methylpyridazin-4-yl]Amino}Pyridin-2-yl)-3-{4-Methyl-4,7-Diazaspiro[2.5]Octan-7-yl}Propanamid ClC=1C=CC(=C(C1)C1=CC(=C(N=N1)C)NC1=CC(=NC=C1)NC(CCN1CCN(C2(CC2)C1)C)=O)F